tert-butyl (S,Z)-((3,17-dioxo-1,4-diazacycloheptadec-9-en-2-yl)methyl)carbamate O=C1[C@@H](NC(CCCCCC\C=C/CCCCN1)=O)CNC(OC(C)(C)C)=O